O1C(=CC=C1)COC1=CC=C(C=N1)CC1=NOC(=C1)C=1C(=NC=CC1)N 3-(3-((6-(furan-2-ylmethoxy)pyridin-3-yl)methyl)isoxazol-5-yl)pyridin-2-amine